N-(3-methoxybenzyl)-4-(2-morpholinoethoxy)-N-(3-(pyrrolidin-1-yl)benzyl)aniline COC=1C=C(CN(C2=CC=C(C=C2)OCCN2CCOCC2)CC2=CC(=CC=C2)N2CCCC2)C=CC1